NC=1C(=NC(=NC1)C1=CC2=C(C(=CC=C2C=C1)OC)NCC(=C)C#N)C(=O)NC1CCN(CC1)C 5-amino-2-[8-(2-cyanoallylamino)-7-methoxy-2-naphthyl]-N-(1-methyl-4-piperidyl)pyrimidine-4-carboxamide